tert-butyl 3-[4-[6-[[5-fluoro-4-(1-isopropyl-4-methoxy-2-methyl-imidazo[4,5-c]pyridin-6-yl) pyrimidin-2-yl]amino]-3-pyridyl]-3-oxo-piperazin-1-yl]azetidine-1-carboxylate FC=1C(=NC(=NC1)NC1=CC=C(C=N1)N1C(CN(CC1)C1CN(C1)C(=O)OC(C)(C)C)=O)C1=CC2=C(C(=N1)OC)N=C(N2C(C)C)C